6-[(1S)-1-amino-1,3-dihydrospiro[indene-2,4'-piperidin]-1'-yl]-3-(2-chloro-4-fluoro-3-methylphenyl)-2,5-dimethyl-3,4-dihydropyrimidin-4-one N[C@@H]1C2=CC=CC=C2CC12CCN(CC2)C2=C(C(N(C(=N2)C)C2=C(C(=C(C=C2)F)C)Cl)=O)C